5-(4-((3-ethyl-9-fluoro-2-oxo-2,3-dihydro-1H-pyrimido[4,5,6-de]quinazolin-8-yl)methyl)piperazin-1-yl)-6-methyl-N-(1-methylazetidin-3-yl)picolinamide C(C)N1C(NC2=C(C(=CC=3C2=C1N=CN3)CN3CCN(CC3)C=3C=CC(=NC3C)C(=O)NC3CN(C3)C)F)=O